N1N=C(C=C1)NCC1=CC(=C(C(=C1)O)N1CC(NS1(=O)=O)=O)F 5-(4-(((1H-pyrazol-3-yl)amino)methyl)-2-fluoro-6-hydroxyphenyl)-1,2,5-thiadiazolidin-3-one 1,1-dioxide